C(C)(C)(C)OC(=O)N[C@H](C(=O)N1[C@@H]([C@H]2[C@H]3[C@@H](C[C@@H]([C@H]2C1)C3)F)C(=O)O)C(C)(C)C (1S,3aR,4S,6R,7S,7aR)-2-((S)-2-((tert-butoxycarbonyl)amino)-3,3-dimethylbutanoyl)-6-fluorooctahydro-1H-4,7-methanoisoindole-1-carboxylic acid